4,4'-diethoxybenzophenone C(C)OC1=CC=C(C(=O)C2=CC=C(C=C2)OCC)C=C1